2-[(2E)-2-(aminomethyl)-3-fluoroprop-2-en-1-yl]-4-[6-(dibenzo[b,d]furan-4-yl)pyridin-2-yl]-2,4-dihydro-3H-1,2,4-triazol-3-one hydrochloride Cl.NC/C(/CN1N=CN(C1=O)C1=NC(=CC=C1)C1=CC=CC2=C1OC1=C2C=CC=C1)=C\F